ClC1=C(C(=CC=C1OC)C)C=1C=2N(C3=CC(=NC=C3C1)NC)C=NN2 4-(2-chloro-3-methoxy-6-methylphenyl)-N-methyl-[1,2,4]triazolo[4,3-a]1,6-naphthyridin-8-amine